3-{(3E)-3-[3,3-dimethyl-1-(3-methylbenzoyl)piperidin-4-ylidene]prop-1-yn-1-yl}benzonitrile CC\1(CN(CC/C1=C\C#CC=1C=C(C#N)C=CC1)C(C1=CC(=CC=C1)C)=O)C